N-(3'-amino-2,2'-dichloro-[1,1'-biphenyl]-3-yl)-1,5-dimethyl-4,5,6,7-tetrahydro-1H-imidazo[4,5-c]pyridine-2-carboxamide NC=1C(=C(C=CC1)C1=C(C(=CC=C1)NC(=O)C=1N(C2=C(CN(CC2)C)N1)C)Cl)Cl